tert-butyl 3-(4-bromo-2-methoxyphenyl)azetidine-1-carboxylate BrC1=CC(=C(C=C1)C1CN(C1)C(=O)OC(C)(C)C)OC